(R)-(7-Chloro-1H-benzo[d]imidazol-2-yl)(2-cyclopropyl-6-methyl-6,7-dihydrothiazolo[5,4-c]pyridin-5(4H)-yl)methanone ClC1=CC=CC2=C1NC(=N2)C(=O)N2CC1=C(C[C@H]2C)N=C(S1)C1CC1